C(C1=CC=CC=C1)OC=1N=C2N(C(=C(C=3N=C(N=CC32)SC)F)Cl)C1 (benzyloxy)-5-chloro-6-fluoro-8-(methylsulfanyl)imidazo[1',2':1,2]pyrido[4,3-d]pyrimidine